N-(4-(4-hydroxy-2,6-dimethylbenzyl)-2-isopropylphenyl)acetamide OC1=CC(=C(CC2=CC(=C(C=C2)NC(C)=O)C(C)C)C(=C1)C)C